ClC=1C=NC(=C(C(=O)NC2CCC(CC2)CN2C(N(C3=C2C=CC=C3)C=3C=NC=C(C3)OC)=O)C1)C 5-chloro-N-((1r,4r)-4-((3-(5-methoxypyridin-3-yl)-2-oxo-2,3-dihydro-1H-benzo[d]imidazol-1-yl)methyl)cyclohexyl)-2-methylnicotinamide